C[C@@]12CC[C@@H]([C@@]([C@H]1[C@@H]([C@]34[C@H]2CC[C@](C3)(C(=C)C4)O)C(=O)O)(C)C(=O)O)O The molecule is a C20-gibberellin, initially identified in Lupinus luteus, that is gibberellin A12 in which extra hydroxy substituents are present at the 2beta- and 7alpha-positions. It has a role as a plant metabolite. It is a C20-gibberellin and a dicarboxylic acid. It derives from a gibberellin A12.